NCCC1=CC=C(C=C1)C1=C(C=C(C#N)C=C1)OC1=NC(=NC(=C1)N1CCCCCC1)C 4-[4-(2-aminoethyl)phenyl]-3-[6-(azepan-1-yl)-2-methylpyrimidin-4-yl]oxybenzonitrile